C1(CC1)N1N=NC(=C1)C1=CC(=C(COC2=CC=CC(=N2)C2CCN(CC2)CC2=NC3=C(N2C[C@H]2OCC2)C=C(C=C3)C(=O)O)C=C1)F (S)-2-((4-(6-((4-(1-cyclopropyl-1H-1,2,3-triazol-4-yl)-2-fluorobenzyl)oxy)pyridin-2-yl)piperidin-1-yl)methyl)-1-(oxetan-2-ylmethyl)-1H-benzo[d]imidazole-6-carboxylic acid